BrC=1C(OC2=CC(=CC=C2C1)C)(C)C 3-bromo-2,2,7-trimethyl-2H-chromene